ClC=1C=CC=C2C(=CC(=NC12)NC1=NC=CC(=C1)C(F)(F)F)NCCCN1CCCCC1 8-Chloro-N4-(3-(piperidin-1-yl)propyl)-N2-(4-(trifluoromethyl)pyridin-2-yl)chinolin-2,4-diamin